C(C)(C)(C)C1=NOC(=N1)C(=O)NCC1=C(C=C(C=C1)C1=C2C(=NC=C1)NC(=N2)C=2C=NN(C2)C)[N+](=O)[O-] 3-(tert-Butyl)-N-(4-(2-(1-methyl-1H-pyrazol-4-yl)-3H-imidazo[4,5-b]pyridin-7-yl)-2-nitrobenzyl)-1,2,4-oxadiazole-5-carboxamide